N-[4-(3-Cyanophenyl)-5-[2-(hydroxymethyl)-6-methyl-4-pyridyl]thiazol-2-yl]-1-oxo-1,4-thiazinan-4-carboxamid C(#N)C=1C=C(C=CC1)C=1N=C(SC1C1=CC(=NC(=C1)C)CO)NC(=O)N1CCS(CC1)=O